C(#N)[C@H](C[C@H]1C(NCC1)=O)NC(=O)[C@@H]1[C@H]2C([C@H]2CN1C([C@H](CC(C)(C)C)NC(C(F)(F)F)=O)=O)(C)C (1R,2S,5S)-N-((S)-1-cyano-2-((S)-2-oxopyrrolidin-3-yl)ethyl)-3-((S)-4,4-dimethyl-2-(2,2,2-trifluoroacetamido)pentanoyl)-6,6-dimethyl-3-azabicyclo[3.1.0]hexane-2-carboxamide